C(C1=CC=CC=C1)OC([C@@H](CO)C)=O (R)-2-methyl-3-hydroxypropionic acid benzyl ester